tert-butyl N-[2-[[[2-benzyloxy-2-(trifluoromethyl)hex-5-enoyl]amino]carbamoyl]-6-pent-4-enoyl-5-(trifluoromethyl)-3-pyridyl]carbamate C(C1=CC=CC=C1)OC(C(=O)NNC(=O)C1=NC(=C(C=C1NC(OC(C)(C)C)=O)C(F)(F)F)C(CCC=C)=O)(CCC=C)C(F)(F)F